C(#C)C=1C(=CC=C2C=CC=C(C12)C1=C(C=2N=C(N=C(C2C=N1)N([C@H]1CN(CC1)C(=O)OC(C)(C)C)C)OCC12CCCN2CCC1)F)F tert-butyl (R)-3-((7-(8-ethynyl-7-fluoronaphthalen-1-yl)-8-fluoro-2-((tetrahydro-1H-pyrrolizin-7a(5H)-yl)methoxy)pyrido[4,3-d]pyrimidin-4-yl)(methyl)amino)pyrrolidine-1-carboxylate